C(CC(C)O)O butane-1,3-diol